CC1=CC=C(C(=O)[O-])C=C1[N+](=O)[O-] 4-methyl-5-nitrobenzoate